(S)-2-(7-(3-methyl-1H-pyrrolo[2,3-b]pyridin-5-yl)-2-(methylsulfonyl)-1,2,3,4-tetrahydroisoquinolin-5-yl)pyrrolidine-1-carboxylic acid tert-butyl ester C(C)(C)(C)OC(=O)N1[C@@H](CCC1)C1=C2CCN(CC2=CC(=C1)C=1C=C2C(=NC1)NC=C2C)S(=O)(=O)C